(R)-(6-(6-(4-(1-aminobutyl)pyrimidin-2-yl)-4-(2-methoxyethoxy)-1H-indazol-1-yl)pyridin-2-yl)methanol N[C@H](CCC)C1=NC(=NC=C1)C1=CC(=C2C=NN(C2=C1)C1=CC=CC(=N1)CO)OCCOC